methylenedodecenyl-amine C=CCCCCCCCCCC=CN